2-benzyl-N-(8-chloro-4-methyl-3-quinolyl)-2,4-dimethyl-pentan-amide C(C1=CC=CC=C1)C(C(=O)NC=1C=NC2=C(C=CC=C2C1C)Cl)(CC(C)C)C